3-(3-methoxy-5-(trifluoromethyl)phenyl)-1-(1-methyl-4-nitro-1H-imidazol-5-yl)-1H-1,2,4-triazole COC=1C=C(C=C(C1)C(F)(F)F)C1=NN(C=N1)C1=C(N=CN1C)[N+](=O)[O-]